(5-fluoro-2,3-dihydrobenzofuran-6-yl)methylen-2-methylpropane-2-sulfinamide FC=1C(=CC2=C(CCO2)C1)C=CC(C)(S(=O)N)C